4',5-dihydroxy-3'-methoxyisoflavone OC1=C(C=C(C2=COC3=CC=CC(=C3C2=O)O)C=C1)OC